1,1-Bis[4-(di-4-tolylamino)phenyl]cyclohexane gold aluminum vanadium [V].[Al].[Au].C1(=CC=C(C=C1)N(C1=CC=C(C=C1)C1(CCCCC1)C1=CC=C(C=C1)N(C1=CC=C(C=C1)C)C1=CC=C(C=C1)C)C1=CC=C(C=C1)C)C